CN([C@]1(CN(CCC1)C1=CC(=C(C=C1)S(=O)(=O)NC1=NC=NC=C1)F)CCC1=CC=CC=C1)C (R)-4-(3-(dimethylamino)-3-phenethyl-piperidin-1-yl)-2-fluoro-N-(pyrimidin-4-yl)benzenesulfonamide